C(C)(C)C1=CC=C(C=C1)/C=C(/C=C\C=O)\C (2Z,4E)-5-(4-isopropylphenyl)-4-methylpenta-2,4-dienal